2-amino-2-(3-(benzyl(ethyl)amino)propyl)-6-boronohexanoic acid NC(C(=O)O)(CCCCB(O)O)CCCN(CC)CC1=CC=CC=C1